C(C1=CN=CC=C1)(=O)N[C@@H](CO)C(=O)O nicotinoyl-L-serine